5-((4-(3-Hydroxypropyl)piperazin-1-yl)sulfonyl)-2-propoxybenzoic acid OCCCN1CCN(CC1)S(=O)(=O)C=1C=CC(=C(C(=O)O)C1)OCCC